BrC1=NN(C(=C1)Br)C=1C=CC(=NC1)OC(F)(F)F 5-(3,5-dibromopyrazol-1-yl)-2-(trifluoromethoxy)pyridine